methoxycyclopentanone COC1C(CCC1)=O